1-[4-(2,6-Dioxo-3-piperidyl)-3,5-difluoro-phenyl]piperidine-4-carbaldehyde O=C1NC(CCC1C1=C(C=C(C=C1F)N1CCC(CC1)C=O)F)=O